2-bromo-5-nitroisonicotinaldehyde BrC=1C=C(C=O)C(=CN1)[N+](=O)[O-]